(1R,2S)-2-amino-1,2-diphenylethan-1-ol N[C@H]([C@H](O)C1=CC=CC=C1)C1=CC=CC=C1